1-(3-chlorophenyl)-3-(3-trifluoromethylsulfanylphenyl)urea ClC=1C=C(C=CC1)NC(=O)NC1=CC(=CC=C1)SC(F)(F)F